3-hydroxy-3-(naphthalen-2-yl)cyclobutane-1-carboxamide rac-tert-Butyl-{[4-cyclohexyl-2,5-dioxoimidazolidin-4-yl]methyl}carbamate C(C)(C)(C)N(C(O)=O)C[C@]1(NC(NC1=O)=O)C1CCCCC1.OC1(CC(C1)C(=O)N)C1=CC2=CC=CC=C2C=C1 |r|